trans-4-(2-Amino-2-methylpropanoyl)-N-(1-(4-(2-(((3-aminocyclohexyl)methyl)(methyl)amino)propyl)phenyl)-2-oxo-1,2-dihydropyrimidin-4-yl)piperazine-1-carboxamide hydrochloride salt Cl.NC(C(=O)N1CCN(CC1)C(=O)NC1=NC(N(C=C1)C1=CC=C(C=C1)CC(C)N(C)C[C@@H]1C[C@H](CCC1)N)=O)(C)C